O1OC(CC1)N dioxacyclopentylamine